ClC=1C=CC(=C(C1)N1CCN(CC1)C(=O)[C@@H]1[C@@H](C1)C1=CC=C(C=C1)F)C (4-(5-chloro-2-methylphenyl)piperazin-1-yl)((1S,2R)-2-(4-fluorophenyl)cyclopropyl)methanone